platinum (II) 2,3-dihydroxymethyl-4,5,6,7-tetrahydropyrazolo[1,5-a]pyridine OCC1=NN2C(CCCC2)=C1CO.[Pt+2]